BrC=1C=C(C=CC1)C1(CC(C1)O)C(=O)OC methyl (1s,3s)-1-(3-bromophenyl)-3-hydroxycyclobutane-1-carboxylate